C(C)(C)(C)OC1CN(C1)C(=O)NC1CCCCC2=C1C=CC(=C2)C2=NC(=NC=C2)NC=2C=NN(C2)CCOC 3-(tert-butoxy)-N-(2-(2-((1-(2-methoxyethyl)-1H-pyrazol-4-yl)amino)pyrimidin-4-yl)-6,7,8,9-tetrahydro-5H-benzo[7]annulen-5-yl)azetidine-1-carboxamide